Cl.NC1CN(CCCC1)C1=NN(C(C2=CC=CC=C12)=O)C1=C(C=C(C=C1)F)F 4-(3-Aminoazepan-1-yl)-2-(2,4-difluorophenyl)phthalazin-1(2H)-one-hydrochloride